C(C)(C)(C)NC(C(CC[C@@H](C(=O)NC=1C(N(C=CC1)CC(=O)NC1C2CC3CC(CC1C3)C2)=O)NC(=O)C2=CNC3=CC=CC=C23)=O)=O (S)-N1-tert-Butyl-5-(1H-indol-3-carboxamido)-N6-(1-(2-(2-adamantylamino)-2-oxoethyl)-2-oxo-1,2-dihydropyridin-3-yl)-2-oxohexandiamid